(1-(4-cyclobutyl-5-(5-(methoxymethyl)-1H-imidazol-2-yl)-2-methylbenzoyl)-4-fluoropiperidin-4-yl)benzonitrile C1(CCC1)C1=CC(=C(C(=O)N2CCC(CC2)(F)C2=C(C#N)C=CC=C2)C=C1C=1NC(=CN1)COC)C